4-methyl-5-oxo-1-(2-methylphenyl)-4,5-dihydro-1H-1,2,4-triazole-3-carboxylic acid ethyl ester C(C)OC(=O)C1=NN(C(N1C)=O)C1=C(C=CC=C1)C